COC1=CC=C(C=C1)NC(C(C1=CC=CC=C1)=O)=O N-(4-methoxyphenyl)-2-oxo-2-phenylacetamide